3-[2-(dimethylamino)ethyl]-1H-indol-4-yl propionate C(CC)(=O)OC1=C2C(=CNC2=CC=C1)CCN(C)C